NC(CCCN)N 1,4-diaminobutylamine